NC=1C2=C(N=CN1)N(C=C2C2=CC=C(C=C2)NC(=O)NC2=CC(=NO2)C(C)(C)C)C2COC2 1-(4-(4-amino-7-(oxetan-3-yl)-7H-pyrrolo[2,3-d]pyrimidin-5-yl)phenyl)-3-(3-(tert-butyl)isoxazol-5-yl)urea